6-(cyclopropylcarboxy)-N-(methyl-d3)pyridazine-3-carboxamide sulfate S(=O)(=O)(O)O.C1(CC1)OC(=O)C1=CC=C(N=N1)C(=O)NC([2H])([2H])[2H]